N[C@H](C(=O)NC1=CC(=C(C=C1)CO)[N+](=O)[O-])CCCNC(=O)N (S)-2-amino-N-(4-(hydroxymethyl)-3-nitrophenyl)-5-ureidovaleramide